2,3-bis(cyclohexyloxycarbonyl)-5-norbornene C1(CCCCC1)OC(=O)C1C2C=CC(C1C(=O)OC1CCCCC1)C2